3-Acryloxypropyl-methyl-dimethoxysilane C(C=C)(=O)OCCC[Si](OC)(OC)C